FC(S(=O)(=O)OC=1C2=C(N=C(N1)C1=NC=CC(=C1)Cl)CCC2)(F)F 2-(4-chloropyridin-2-yl)-6,7-dihydro-5H-cyclopenta[d]pyrimidin-4-yl trifluoromethanesulfonate